5-(bis(4-methoxyphenyl)-phosphoryl)-1-phenylpentan-1-one COC1=CC=C(C=C1)P(=O)(C1=CC=C(C=C1)OC)CCCCC(=O)C1=CC=CC=C1